OC1(C(N(CC1C)C)=O)C#C[Si](CC)(CC)CC 3-hydroxy-1,4-dimethyl-3-((triethylsilyl)ethynyl)pyrrolidin-2-one